C(#N)C=1C=NC=C(C1C(=O)NCC(F)C1=C(C=C(C=C1)Cl)Cl)OC1=CC(=CC=C1)C1CC1 3-cyano-5-(3-cyclopropyl-phenoxy)-N-[2-(2,4-dichlorophenyl)-2-fluoro-ethyl]pyridine-4-carboxamide